O-(3-methoxyphenyl)-DL-serine COC=1C=C(C=CC1)OC[C@H](N)C(=O)O |r|